(S)-3-Methyl-2-oxo-N-(5-((5-(trifluoromethyl)pyridin-2-yl)oxy)benzofuran-7-yl)-imidazolidine-4-carboxamide CN1C(NC[C@H]1C(=O)NC1=CC(=CC=2C=COC21)OC2=NC=C(C=C2)C(F)(F)F)=O